COC(=O)C1=NC(=C(C=C1)Br)N 6-amino-5-bromopyridinecarboxylic acid methyl ester